FCCOC1=C(C=C(C(=O)O)C=C1)C 4-(2-fluoroethoxy)-3-methylbenzoic acid